diphenylsilyldi(4,7-dimethylindenyl)zirconium dichloride [Cl-].[Cl-].C1(=CC=CC=C1)[SiH](C1=CC=CC=C1)[Zr+2](C1C=CC2=C(C=CC(=C12)C)C)C1C=CC2=C(C=CC(=C12)C)C